C(N)(OC1=NC=CC(=C1C(C)(C)C)OC=1C(=NN(C1)C1CC1)C1C(COCC1)C)=O (tert-butyl 4-((1-cyclopropyl-3-(3-methyltetrahydro-2H-pyran-4-yl)-1H-pyrazol-4-yl) oxy) pyridin-2-yl) carbamate